C(CCCCCCCCCCCCCCC)(=O)OCC(OC(CCCCCCC\C=C/CCCCCCCC)=O)COC(CCCCCCC\C=C/C\C=C/CCCCC)=O 1-palmitoyl-2-oleoyl-3-linoleoylglycerol